C(C1=CC=CC=C1)OC=1C(C(=CN2N3[C@@H](C=C[C@@H](N(C(C21)=O)C3)C)CO)C(=O)NCC3=C(C=C(C=C3)F)F)=O (1S,2S,5S)-8-(benzyloxy)-N-(2,4-difluorobenzyl)-2-(hydroxymethyl)-5-methyl-7,9-dioxo-2,5,7,9-tetrahydro-1,6-methanopyrido[1,2-b][1,2,5]triazonine-10-carboxamide